(1-{[(tert-butyldiphenylsilyl) oxy] methyl} cyclopropyl) ethylmethanesulfonate C(C)CS(=O)(=O)OC1(CC1)CO[Si](C1=CC=CC=C1)(C1=CC=CC=C1)C(C)(C)C